N-{(2S,3R)-4,4-difluoro-1-(2-methyl-propanoyl)-2-[(2,2',5'-trifluoro[1,1'-biphenyl]-3-yl)methyl]pyrrolidin-3-yl}-methanesulfonamide FC1([C@@H]([C@@H](N(C1)C(C(C)C)=O)CC=1C(=C(C=CC1)C1=C(C=CC(=C1)F)F)F)NS(=O)(=O)C)F